2-ethoxy-5-ethynyl-3-fluoropyridine C(C)OC1=NC=C(C=C1F)C#C